CCOCCOCCOCCOCCCC(=O)[O-] 3,6,9,12-tetraoxahexadecan-16-oate